4-(4-chlorophenyl)-3-methyl-1H-pyrazole ClC1=CC=C(C=C1)C=1C(=NNC1)C